Cl.C(C)(C)(C)C1=CC=C(CN2CCN(CC2)C2=NC=CC3=CC=CC=C23)C=C1 1-(4-(4-(tert-butyl)benzyl)piperazin-1-yl)isoquinoline hydrochloride